C12CC(C1)(C2)C(=O)NC=2SC=C(C2C(=O)O)C2CC1=CC=CC=C1CC2 (bicyclo[1.1.1]pentane-3-carbonylamino)-4-tetrahydronaphthalen-2-yl-thiophene-3-carboxylic acid